OC1=NC(N(C(=C1[N+](=O)[O-])NC)C)=O 4-hydroxy-1-methyl-6-(methylamino)-5-nitropyrimidin-2(1H)-one